(3-hydroxyazetidin-1-yl)(5-(7-(3-(methylsulfonyl)phenyl)furo[3,2-b]pyridin-2-yl)pyridin-2-yl)methanone OC1CN(C1)C(=O)C1=NC=C(C=C1)C1=CC2=NC=CC(=C2O1)C1=CC(=CC=C1)S(=O)(=O)C